CN1N=C(C=C1C=1C=C(C=NC1)C[C@@H]1CC[C@H](CC1)C(=O)O)C trans-4-[[5-(2,5-dimethylpyrazol-3-yl)-3-pyridyl]methyl]cyclohexanecarboxylic acid